ClC=1C=C(C=C(C1)F)NC(=O)NC1=C(C=CC(=C1)F)CO 1-(3-chloro-5-fluorophenyl)-3-(5-fluoro-2-hydroxymethylphenyl)urea